C(C)(C)(C)OC(=O)NCCC(=O)NC=1N=C(N(C1)C)C(=O)NC=1C=C(N(C1)C)C(=O)NCCC(=O)NC=1N=C(N(C1)C)C(=O)NCCC(=O)OC methyl 3-{[4-(3-{[4-(4-{3-[(tert-butoxycarbonyl)amino]propanamido}-1-methylimidazole-2-amido)-1-methylpyrrol-2-yl]formamido}propanamido)-1-methylimidazol-2-yl]formamido}propanoate